ClC1=C(C=C(CNC(C(=O)O)=O)C=C1)C(F)(F)F 2-((4-chloro-3-(trifluoromethyl)benzyl)amino)-2-oxoacetic acid